C(C)(C)(C)OC(N([C@@H]1CNCC1)C([2H])([2H])[2H])=O.FC1=C(C=CC(=C1C(=O)C1=CNC2=NC=C(C=C21)C2CCNCC2)F)NS(=O)(=O)CCC N-(2,4-difluoro-3-(5-(piperidin-4-yl)-1H-pyrrolo[2,3-b]pyridine-3-carbonyl)phenyl)propane-1-sulfonamide tert-Butyl-(S)-(methyl-d3)(pyrrolidin-3-yl)carbamate